Thallium bromoiodide BrI.[Tl]